bromo({1-[(tert-butoxy)carbonyl]piperidin-4-yl})zinc Br[Zn]C1CCN(CC1)C(=O)OC(C)(C)C